ClC=1C=C(C2=C([C@@H](CO2)O)C1)S(=O)(=O)NC1=C(C(=CC=C1)C=1C(=C2C=NC(=NC2=CC1)NC1CCN(CC1)CCOC)F)F (3S)-5-chloro-N-[2-fluoro-3-(5-fluoro-2-{[1-(2-methoxyethyl)piperidin-4-yl]amino}quinazolin-6-yl)phenyl]-3-hydroxy-2,3-dihydro-1-benzofuran-7-sulfonamide